6-chloro-3-(((R)-1-(3,6-dimethyl-2-((R*)-3-(5-methylpyrimidin-2-yl)piperidin-1-yl)-4-oxo-3,4-dihydroquinazolin-8-yl)ethyl)amino)-N-(methylsulfonyl)picolinamide ClC1=CC=C(C(=N1)C(=O)NS(=O)(=O)C)N[C@H](C)C=1C=C(C=C2C(N(C(=NC12)N1C[C@@H](CCC1)C1=NC=C(C=N1)C)C)=O)C |o1:29|